2-chloro-N-(3-((4-((1-cycloheptylpiperidin-4-yl)amino)-6,7-dimethoxyquinazolin-2-yl)(methyl)amino)propyl)acetamide ClCC(=O)NCCCN(C)C1=NC2=CC(=C(C=C2C(=N1)NC1CCN(CC1)C1CCCCCC1)OC)OC